NC=1C=C2C(=C(OC(C2=CC1)=O)C)C 6-amino-3,4-dimethyl-1H-isochromen-1-one